(S)-2-amino-N-(5-(2-(2-aminopyridin-3-yl)-5-(2H-1,2,3-triazol-2-yl)-3H-imidazo[4,5-b]pyridin-3-yl)-2,3-dihydro-1H-inden-1-yl)benzamide NC1=C(C(=O)N[C@H]2CCC3=CC(=CC=C23)N2C(=NC=3C2=NC(=CC3)N3N=CC=N3)C=3C(=NC=CC3)N)C=CC=C1